4-amino-N-(2-(5-chloro-2-pyridinyl)-2,2-difluoroethyl)-N,1-dimethyl-1H-pyrazolo[4,3-c]quinoline-8-carboxamide NC1=NC=2C=CC(=CC2C2=C1C=NN2C)C(=O)N(C)CC(F)(F)C2=NC=C(C=C2)Cl